(((1R,3R)-3-(trifluoromethyl)cyclobutyl)methyl)-1H-1,2,4-triazole-3-carboxylic acid FC(C1CC(C1)CN1N=C(N=C1)C(=O)O)(F)F